C(C1=CC=CC=C1)N1CC1 1-benzylaziridine